C(CCCCC(C)C)C(C(=O)N)=C i-Octylacrylamid